CC=1N(C(=CC1)C)C1=NN2C(C=C(C=C2)C2=NC=CC(=N2)C=2C=NN(C2)C(CCF)C2=CC=C(C=C2)F)=N1 2-(2,5-dimethyl-1H-pyrrol-1-yl)-7-(4-(1-(3-fluoro-1-(4-fluorophenyl)-propyl)-1H-pyrazol-4-yl)pyrimidin-2-yl)-[1,2,4]triazolo[1,5-a]pyridine